3-(5-(4-fluorophenyl)-8-methoxy-2,3-dimethyl-1,1-dioxido-7-(trifluoromethyl)-2,3,4,5-tetrahydrobenzo[f][1,2,5]thiadiazepin-3-yl)propanal FC1=CC=C(C=C1)N1CC(N(S(C2=C1C=C(C(=C2)OC)C(F)(F)F)(=O)=O)C)(C)CCC=O